C(C(=C)C)(=O)OCCC[Si](OC)(OC)OC γ-methacryloyloxy-propyltrimethoxy-silane